2,2,2-trifluoroethyl cis-2-(biphenyl-3-ylmethyl)-3-((methylsulfonyl)amino)pyrrolidine-1-carboxylate C1(=CC(=CC=C1)C[C@@H]1N(CC[C@@H]1NS(=O)(=O)C)C(=O)OCC(F)(F)F)C1=CC=CC=C1